CC1=CC(=CC(=O)O1)[O-] The molecule is conjugate base of triacetate lactone arising from deprotonation of the 4-hydroxy group; major species at pH 7.3. It is a conjugate base of a triacetate lactone.